FC1=CC=C2C(CCOC2=C1)=C1CCN(CC1)CC=1C=C2CN(C(C2=CC1)=O)C1C(NC(CC1)=O)=O 3-(5-((4-(7-fluorochroman-4-ylidene)piperidin-1-yl)methyl)-1-oxoisoindolin-2-yl)piperidine-2,6-dione